C(C)(C)(C)C1=CC=C(C=C1)[I+]C1=CC=C(C=C1)C(C)(C)C BIS(4-TERT-BUTYLPHENYL)IODONIUM